C(CCCCCCC)C(CCCCCCCC)OC(CCCCCCCOC(=O)[C@H]1NCC[C@@H](C1)O)=O [8-(1-octylnonoxy)-8-oxo-octyl](2S,4S)-4-hydroxypiperidine-2-carboxylate